C(C1=CC=CC=C1)OC(=O)N1C(C=CC12COCC2)OS(=O)(=O)C(F)(F)F (((trifluoro-methyl)sulfonyl)-oxy)-7-oxa-1-azaspiro[4.4]non-3-ene-1-carboxylic acid benzyl ester